OC1=CC(=C(C(=O)O)C=C1OC[C@H]1N(CC1)C)C (S)-4-Hydroxy-2-methyl-5-((1-methylazetidin-2-yl)methoxy)benzoic acid